OCC1=NC2=CC=CC=C2C=C1 2-(hydroxymethyl)quinolin